COC1=C(C=O)C=CC(=C1)S 2-methoxy-4-sulfanyl-benzaldehyde